1-nitro-4-(1-(4-(trifluoromethyl)phenyl)ethoxy)benzene [N+](=O)([O-])C1=CC=C(C=C1)OC(C)C1=CC=C(C=C1)C(F)(F)F